(2R)-2-(hydroxymethyl)-4-[1-(Oxohexan-2-yl)pyrazol-4-yl]pyrrolidine-1-carboxylic acid tert-butyl ester C(C)(C)(C)OC(=O)N1[C@H](CC(C1)C=1C=NN(C1)C(C)CCCC=O)CO